2-chloro-4-(2,8-diazaspiro[4.5]decan-2-yl)benzonitrile ClC1=C(C#N)C=CC(=C1)N1CC2(CC1)CCNCC2